1-[1-(3-azetidin-3-yl-5-chloro-2-methoxy-4-methylphenyl)ethyl]-3-methyl-1H-pyrazolo[3,4-d]pyrimidin-4-amine hydrochloride Cl.N1CC(C1)C=1C(=C(C=C(C1C)Cl)C(C)N1N=C(C=2C1=NC=NC2N)C)OC